triphenyl((5,6,7,8-tetrahydro-1,8-naphthyridin-2-yl)methyl)phosphonium bromide [Br-].C1(=CC=CC=C1)[P+](CC1=NC=2NCCCC2C=C1)(C1=CC=CC=C1)C1=CC=CC=C1